C1(CC1)N1C(=NC=2C1=NC(=CC2C)C2=CC=C(C=C2)CN2CC1(C2)CN(C1)C1COC1)C1=CC=C(C=C1)S(=O)(=O)C 3-cyclopropyl-7-methyl-2-(4-(methylsulfonyl)phenyl)-5-(4-((6-(oxetan-3-yl)-2,6-diazaspiro[3.3]hept-2-yl)methyl)phenyl)-3H-imidazo[4,5-b]pyridine